(S)-2-(1-amino-1,3-dihydrospiro[indene-2,4'-piperidine]-1'-yl)-5-(3-(3-hydroxyphenyl)prop-1-yn-1-yl)pyrimidin-4(3H)-one N[C@@H]1C2=CC=CC=C2CC12CCN(CC2)C2=NC=C(C(N2)=O)C#CCC2=CC(=CC=C2)O